3-(2-Cyanoacetyl)bicyclo[1.1.1]pentane-1-carbonitrile C(#N)CC(=O)C12CC(C1)(C2)C#N